5b,6b-epoxycholestanol C(C(C)CCC[C@@H](C)[C@H]1CC[C@H]2[C@@H]3C[C@@H]4[C@@]5(CCCC[C@]5(C)[C@H]3CC[C@]12C)O4)O